CC1(CCC(CC1)N1C(NC=2C1=C1C(=NC2)N(C=C1)S(=O)(=O)C1=CC=CC=C1)=O)NC(OC(C)(C)C)=O tert-Butyl ((1s,4s)-1-methyl-4-(2-oxo-6-(phenylsulfonyl)-3,6-dihydroimidazo[4,5-d]pyrrolo[2,3-b]pyridin-1(2H)-yl)cyclohexyl)carbamate